BrC=1C(=C(C=CC1)C1=CC=CC=C1)OC bromo-2-methoxy-1,1'-biphenyl